COC=1C=C(C=C(C1)OC)[C@H](C(=O)NC=1SC(=NN1)N[C@H]1CN(CC1)C=1N=NC(=CC1)C)OC (2R)-2-(3,5-dimethoxyphenyl)-2-methoxy-N-[5-[[(3R)-1-(6-methylpyridazin-3-yl)pyrrolidin-3-yl]amino]-1,3,4-thiadiazol-2-yl]acetamide